disodium ethylene-diaminetetraacetic acid C(CN(CC(=O)O)CC(=O)O)N(CC(=O)O)CC(=O)O.[Na].[Na]